5-(4-bromo-3-chlorophenyl)-2,3-diphenylpyrazine BrC1=C(C=C(C=C1)C=1N=C(C(=NC1)C1=CC=CC=C1)C1=CC=CC=C1)Cl